4-(5-fluoro-benzimidazol-1-yl)-phenylamine FC1=CC2=C(N(C=N2)C2=CC=C(C=C2)N)C=C1